FC(C1=NC(=NO1)C=1C=C2CC[C@H](C2=CC1)C(=O)NC1=CC(=NC=C1)C)F (R)-5-(5-(difluoromethyl)-1,2,4-oxadiazol-3-yl)-N-(2-methylpyridin-4-yl)-2,3-dihydro-1H-indene-1-carboxamide